4-chloro-1-methyl-3-nitroquinolin-2(1H)-one ClC1=C(C(N(C2=CC=CC=C12)C)=O)[N+](=O)[O-]